CNCCNC methyl[2-(methylamino)ethyl]amine